TMSsilane Dimethyl-2-(2-(2-fluoro-6-methylphenyl)hydrazino)-3-oxoglutarate COC(C(C(CC(=O)OC)=O)NNC1=C(C=CC=C1C)F)=O.[Si](C)(C)(C)[SiH3]